(2r,3r)-3-hydroxy-2-methyl-5-oxo-pyrrolidine-1-carboxylic acid tert-butyl ester C(C)(C)(C)OC(=O)N1[C@@H]([C@@H](CC1=O)O)C